4-(4-{6-Bromo-7-[(1-ethylpiperidin-4-yl)amino]-3H-imidazo[4,5-b]pyridin-2-yl}phenyl)-1-[2-(1-methylethoxy)ethyl]piperazin-2-one BrC=1C(=C2C(=NC1)NC(=N2)C2=CC=C(C=C2)N2CC(N(CC2)CCOC(C)C)=O)NC2CCN(CC2)CC